3,4-dihydro-1H-isoquinoline C1NCCC2=CC=CC=C12